3-(chroman-6-yl)-N-(6-(4-methylpiperazin-1-yl)pyridin-3-yl)-1H-pyrrolo[2,3-b]pyridine-5-carboxamide O1CCCC2=CC(=CC=C12)C1=CNC2=NC=C(C=C21)C(=O)NC=2C=NC(=CC2)N2CCN(CC2)C